(fluorosulfonyl)-2,3-dimethyl-1H-imidazol-3-ium FS(=O)(=O)N1C(=[N+](C=C1)C)C